Ruthenium(VIII)-oxid [Ru](=O)(=O)(=O)=O